4-methyl-3-((1-(pyrimidin-5-yl)azetidin-3-yl)oxy)-N-(5-(trifluoromethyl)pyridin-3-yl)benzamide CC1=C(C=C(C(=O)NC=2C=NC=C(C2)C(F)(F)F)C=C1)OC1CN(C1)C=1C=NC=NC1